BrC1=CC=C(C(=C1C1=CC(N2[C@@H](CCC2C1)C(=O)OCC)=O)F)Cl ethyl (3S)-7-(6-bromo-3-chloro-2-fluorophenyl)-5-oxo-1,2,3,5,8,8a-hexahydroindolizine-3-carboxylate